4-([1,1'-biphenyl]-4-ylmethyl)thiophene C1(=CC=C(C=C1)CC=1C=CSC1)C1=CC=CC=C1